6-((2,6-Dimethylpyrimidin-4-yl)amino)-N-ethoxy-4-((4-ethynyl-2-(N-methylmethanesulfonamido)phenyl)amino)nicotinamide tert-Butyl-benzoate C(C)(C)(C)OC(C1=CC=CC=C1)=O.CC1=NC(=CC(=N1)NC1=NC=C(C(=O)NOCC)C(=C1)NC1=C(C=C(C=C1)C#C)N(S(=O)(=O)C)C)C